(R)-5-(((4-(4-(3-((3-(((1-acetylpiperidin-4-yl)amino)methyl)-2-fluorophenyl)amino)-2-chlorophenyl)-3-chloropyridin-2-yl)-2-methoxybenzyl)amino)methyl)pyrrolidin-2-one C(C)(=O)N1CCC(CC1)NCC=1C(=C(C=CC1)NC=1C(=C(C=CC1)C1=C(C(=NC=C1)C1=CC(=C(CNC[C@H]2CCC(N2)=O)C=C1)OC)Cl)Cl)F